BrC1=C(C#N)C=CC(=C1F)OC[C@H](C)O (S)-2-bromo-3-fluoro-4-(2-hydroxypropoxy)benzonitrile